CC(C)(C)S(=O)NCC=1NC=NC1C(F)(F)F 2-methyl-N-{[5-(trifluoromethyl)-3H-imidazol-4-yl]methyl}propane-2-sulfinamide